N-(6-cyanopyridin-2-yl)-6-(3-(4-methoxybenzyl)ureido)-2-azaspiro[3.3]heptane-2-carboxamide C(#N)C1=CC=CC(=N1)NC(=O)N1CC2(C1)CC(C2)NC(=O)NCC2=CC=C(C=C2)OC